NCC(=O)N(C)C1=C(C=C(C=C1)NC1=NC=2N(C(=C1)NC1CC1)N=CC2C#N)C[S@](=O)C |r| (±)-2-Amino-N-(4-((3-cyano-7-(cyclopropylamino)pyrazolo[1,5-a]pyrimidin-5-yl)amino)-2-((methylsulfinyl)methyl)phenyl)-N-methylacetamid